C(C)C=1C(=CC=C2C=C(C=C(C12)C1=C(C=2N=CN=C(C2C=N1)N1CCCCC1)F)OCOC)F 7-(8-ethyl-7-fluoro-3-(methoxymethoxy)naphthalen-1-yl)-8-fluoro-4-(piperidin-1-yl)pyrido[4,3-d]Pyrimidine